C(C)C=1C=C2C=CC(=NC2=C(C1)C(=O)NC)C 6-ethyl-N,2-dimethylquinoline-8-carboxamide